C(CCCCCCCCSC1=C2CN(C(C2=CC=C1)=O)C1C(NC(CC1)=O)=O)SC1=C2CN(C(C2=CC=C1)=O)C1C(NC(CC1)=O)=O 3,3'-((nonane-1,9-diylbis(sulfanediyl))bis(1-oxoisoindoline-4,2-diyl))bis(piperidine-2,6-dione)